benzene-1,2,3-triamine C1(=C(C(=CC=C1)N)N)N